Cl.O1C2=C(C=C1)C(=CC=C2)CC(=O)N benzo[b]furan-4-acetamide monohydrochloride